3-methyl-4-[(trimethylsilyl)ethynyl]benzonitrile CC=1C=C(C#N)C=CC1C#C[Si](C)(C)C